C1(CC2C(CC1)O2)CCC[Si](OC)(OC)OC {3-(3,4-epoxycyclohexyl)propyl}trimethoxysilane